ClC=1C=C(C=CC1OC(F)(F)F)NC1=NC=2C(N=C1OC)=NON2 N-(3-CHLORO-4-(TRIFLUOROMETHOXY)PHENYL)-6-METHOXY-[1,2,5]OXADIAZOLO[3,4-B]PYRAZIN-5-AMINE